COC1=C(C=C(C=C1)OC)C(=O)N1CCC(CC1)CCCCNC(=O)C1=CC=2C(=CN=CC2)S1 N-(4-{1-[(2,5-dimethoxyphenyl)carbonyl]piperidin-4-yl}butyl)thieno[2,3-c]pyridine-2-carboxamide